4-(2,6-difluoro-4-(trifluoromethyl)phenoxy)-2,2-difluoro-7-(trifluoromethylsulfanyl)-2,3-dihydro-1H-inden-1-ol FC1=C(OC2=C3CC(C(C3=C(C=C2)SC(F)(F)F)O)(F)F)C(=CC(=C1)C(F)(F)F)F